4,4',4'',4'''-(9,9-spirobi[fluorene]-2,2,7,7-tetrayltetrakis{(4-methoxyphenyl)azanediyl})tetrabenzaldehyde C=1C(C=CC2=C3C=CC(C=C3C3(C12)C1=CC=CC=C1C=1C=CC=CC13)(N(C1=CC=C(C=C1)OC)C1=CC=C(C=O)C=C1)N(C1=CC=C(C=C1)OC)C1=CC=C(C=O)C=C1)(N(C1=CC=C(C=C1)OC)C1=CC=C(C=O)C=C1)N(C1=CC=C(C=C1)OC)C1=CC=C(C=O)C=C1